4-(difluoromethoxy)cyclohexanecarboxylic acid FC(OC1CCC(CC1)C(=O)O)F